tert-Butyl (3-fluoro-5-(1-(4-fluorophenyl)-1H-pyrazol-4-yl)phenyl)carbamate FC=1C=C(C=C(C1)C=1C=NN(C1)C1=CC=C(C=C1)F)NC(OC(C)(C)C)=O